1-ethyl-6-((3-morpholinopropyl)amino)benzo[cd]indol-2(1H)-one C(C)N1C(C2=C3C(C(=CC=C13)NCCCN1CCOCC1)=CC=C2)=O